C(C)N1N=C2C(=CC=C(C2=C1)N1CC(CC1)(C)NC(OC(C)(C)C)=O)C(NC=1C=C(C=2N(C1)C=C(N2)C)F)=O tert-butyl N-{1-[2-ethyl-7-({8-fluoro-2-methylimidazo[1,2-a]pyridin-6-yl}carbamoyl)indazol-4-yl]-3-methylpyrrolidin-3-yl}carbamate